C(C)(C)OC1=NC=C(C(=O)NC2=CC(=CC=C2)[C@H](C)NC2=CN=C3C(=N2)N(N=C3)C)C=C1C (S)-6-isopropoxy-5-methyl-N-(3-(1-((1-methyl-1H-pyrazolo[3,4-b]pyrazin-6-yl)amino)ethyl)phenyl)nicotinamide